ClC=1N=C(SC1Cl)C=1N=NN(C1)[C@@H]1[C@H]([C@@H](SC=2C(=NC=C(C2)Br)C#N)O[C@@H]([C@@H]1O)CO)OC 5-bromo-2-cyanopyridin-3-yl 3-[4-(4,5-dichlorothiazol-2-yl)-1H-1,2,3-triazol-1-yl]-3-deoxy-2-O-methyl-1-thio-alpha-D-galactopyranoside